2,3,5-triiodobenzyl bromide IC1=C(CBr)C=C(C=C1I)I